7-(5-(6-Ethoxy-1H-pyrazolo[3',4':3,4]pyrazolo[1,5-a]pyridin-4-yl)pyridin-2-yl)-1,7-diazaspiro[4.5]decane C(C)OC=1C=C(C=2N(C1)N=C1C2C=NN1)C=1C=CC(=NC1)N1CC2(CCCN2)CCC1